ClC1=CC(=NC(=C1C(=O)O)OC[C@H]1N(CCC1)C)Cl (S)-4,6-dichloro-2-((1-methylpyrrolidin-2-yl)methoxy)nicotinic acid